C(C)(C)(C)OC(=O)C1=CC(=NN1C)CO (hydroxymethyl)-1-methyl-1H-pyrazole-5-carboxylic acid tert-butyl ester